N-(5-Bromo-2-methyl-6-(2H-1,2,3-triazol-2-yl)pyridin-3-yl)-1-(1-oxo-1,2-dihydroisochinolin-5-yl)-5-(trifluoromethyl)-1H-pyrazol-4-carboxamid BrC=1C=C(C(=NC1N1N=CC=N1)C)NC(=O)C=1C=NN(C1C(F)(F)F)C1=C2C=CNC(C2=CC=C1)=O